C(#N)C=1N=CC(=NC1C)NC1=NNC=C1 3-((5-cyano-6-methylpyrazin-2-yl)amino)-1H-pyrazol